1,2-bis-(3-methyl-phenoxy)ethane CC=1C=C(OCCOC2=CC(=CC=C2)C)C=CC1